C1(CC1)CNC1=C2C=C(N=CC2=CC(=N1)C1=C(C(=CC(=C1Cl)OC)OC)Cl)N[C@H]1[C@H](CN(C1)C)NC(C=C)=O N-((3S,4R)-4-((5-((cyclopropylmethyl)amino)-7-(2,6-dichloro-3,5-dimethoxy-phenyl)-2,6-naphthyridin-3-yl)amino)-1-methylpyrrolidin-3-yl)acrylamide